C(C)(C)(C)OC(=O)NC1=C(C=C(OC2=CC(=NC=C2)C(=O)O)C=C1)F 4-(4-((tert-butoxycarbonyl)amino)-3-fluorophenoxy)picolinic acid